3-(but-2-en-2-yl)-4-(2-(diphenylphosphino)phenyl)quinoline CC(=CC)C=1C=NC2=CC=CC=C2C1C1=C(C=CC=C1)P(C1=CC=CC=C1)C1=CC=CC=C1